COC1=CC=2C3=C(N(C2C=C1)CC1=CC=C(CP(OCC)(OCC)=O)C=C1)C=NC=N3 diethyl (4-((8-methoxy-5H-pyrimido[5,4-b]indol-5-yl)methyl)benzyl)phosphonate